methyl 2-(3-(1,4-dioxa-8-azaspiro[4.5]dec-8-yl) isoxazol-5-yl)-3-methylbutanoate O1CCOC12CCN(CC2)C2=NOC(=C2)C(C(=O)OC)C(C)C